prop-2-en-1-yloxy(phenyl)(1H-indol-6-yl)methanol C(C=C)OC(O)(C1=CC=C2C=CNC2=C1)C1=CC=CC=C1